3,4,5-trimethyl-1H-pyrazole CC1=NNC(=C1C)C